COC(=O)C1=C(C(=NN1)C(=C)C)N 4-amino-3-(prop-1-en-2-yl)-1H-pyrazole-5-carboxylic acid methyl ester